C(#N)C=1C=CC(=C(C(=O)O)C1)SC(F)(F)F 5-cyano-2-(trifluoromethylsulfanyl)benzoic acid